FC1CN(CC1)C1=NC=C(C=C1C(=O)NC1=CC(=CC=C1)S(N)(=O)=O)C(F)(F)F 2-(3-fluoropyrrolidin-1-yl)-N-(3-sulfamoyl-phenyl)-5-(trifluoro-methyl)pyridine-3-carboxamide